NC(C)(C)C1CN(CC1)C=1C=CC(=NC1)NC=1N=CC2=C(N1)N(C(C(=C2)Br)=O)C2CCCC2 2-{5-[3-(1-amino-1-methylethyl)-pyrrolidin-1-yl]-pyridin-2-ylamino}-6-bromo-8-cyclopentyl-8H-pyrido[2,3-d]Pyrimidin-7-one